3,5-difluoropicolinimidamide hydrochloride Cl.FC=1C(=NC=C(C1)F)C(N)=N